N1=CC(=CC=C1)NC1=NC=2N(C(=C1)NCC1=CC=C(C=C1)C1=NC=CC=C1)N=CC2C2CC2 N5-(Pyridine-3-yl)-3-cyclopropyl-N7-(4-(pyridine-2-yl)benzyl)pyrazolo[1,5-a]pyrimidine-5,7-diamine